(1-Naphthyl)Phenyldimethoxysilane C1(=CC=CC2=CC=CC=C12)[Si](OC)(OC)C1=CC=CC=C1